[C-]#[Cr].[C-]#[Cr].[Cr+2] chromic carbide